BrC1=C(C=C(C=C1)O)F 4-bromo-3-fluorophenol